BrC1=CC2=C(C(CC(C(N2CC2=CC=C(C=C2)OC2=CC=CC=C2)=O)NC(OC(C)(C)C)=O)(F)F)C=C1 tert-butyl N-[8-bromo-5,5-difluoro-2-oxo-1-[(4-phenoxyphenyl)methyl]-3,4-dihydro-1-benzazepin-3-yl]carbamate